[V].[Fe].[Co] cobalt-iron vanadium